CN1N=C(C=C1C1=CN=C(C2=CN=CC=C12)NCC1=C(C=CC2=C1CCO2)F)C 4-(1,3-dimethyl-1H-pyrazol-5-yl)-N-((5-fluoro-2,3-dihydrobenzofuran-4-yl)methyl)-2,7-naphthyridin-1-amine